TBDMStertiary butyl-dimethyl-silicon [Si](C)(C)(C(C)(C)C)[Si](C)(C)C(C)(C)C